CN1CCC(CC1)NC1=C2C=C(N(C2=CC=C1)CC(F)(F)F)C1=NN=C(S1)CNC(=O)C1=CC=C(C(=O)OC)C=C1 methyl 4-(((5-(4-((1-methylpiperidin-4-yl)amino)-1-(2,2,2-trifluoroethyl)-1H-indol-2-yl)-1,3,4-thiadiazol-2-yl)methyl)carbamoyl)benzoate